(5-((4-amino-6-(2-hydroxyethoxy)-1H-pyrazolo[3,4-d]pyrimidin-1-yl)methyl)-2-bromobenzyl)(methyl)phosphinic acid NC1=C2C(=NC(=N1)OCCO)N(N=C2)CC=2C=CC(=C(CP(O)(=O)C)C2)Br